[N+](=O)([O-])C=1C2=C(C=3NC(C(NC3C1)=O)=O)C=CC=C2S(=O)(=O)N 1,2,3,4-tetrahydro-6-nitro-2,3-dioxo-benzo[f]quinoxaline-7-sulfonamide